1,2-di(2-chlorophenyl)hydrazine ClC1=C(C=CC=C1)NNC1=C(C=CC=C1)Cl